NCC=1C=CC(=C(C(=O)OC)C1)[N+](=O)[O-] methyl 5-(aminomethyl)-2-nitrobenzoate